methyl-3-[1-methyl-2-(phenylmethylidene)hydrazinyl]prop-2-enoate COC(C=CN(N=CC1=CC=CC=C1)C)=O